C(#N)C1=CC(=C(OCC=2C=C(OC3CCN(CC3)CC3=NC4=C(N3CC3(CC3)CF)C=C(C=C4F)C(=O)O)C=CC2)C=C1)F 2-[(4-{3-[(4-cyano-2-fluorophenoxy)methyl]phenoxy}piperidin-1-yl)methyl]-4-fluoro-1-{[1-(fluoromethyl)cyclopropyl]methyl}-1H-1,3-benzodiazole-6-carboxylic acid